5-(thiophen-2-ylmethyl)-2-thioxoimidazolidin-4-one S1C(=CC=C1)CC1C(NC(N1)=S)=O